NC1=NN2C(C(=CC(=C2)OCC(C)(C)OC)C=2C=NC(=CC2)N2CC3N(C(C2)C3)CC=3C=NC(=CC3)OC)=C1C#N 2-amino-6-(2-methoxy-2-methylpropoxy)-4-(6-(6-((6-methoxypyridin-3-yl)methyl)-3,6-diazabicyclo[3.1.1]heptan-3-yl)pyridin-3-yl)pyrazolo[1,5-a]pyridine-3-carbonitrile